C(C)O[Si](OCC)(OCC)CNC1=NC(=NC(=N1)N)N N-triethoxysilylmethyl-[1,3,5]triazine-2,4,6-triamine